2-(4-{[(3R)-oxolan-3-yl]amino}pyrrolo[1,2-d][1,2,4]triazin-1-yl)-5-(trifluoromethyl)phenol O1C[C@@H](CC1)NC1=NN=C(C=2N1C=CC2)C2=C(C=C(C=C2)C(F)(F)F)O